1-[6-(trifluoromethyl)-2-pyridinyl]cyclopropanecarbonitrile FC(C1=CC=CC(=N1)C1(CC1)C#N)(F)F